ethyl (R)-5-(5-(3-aminopiperidine-1-carbonyl)-7-methoxy-1-methyl-1H-benzo[d]imidazol-2-yl)-1-(cyclopropylmethyl)-1H-pyrrole-2-carboxylate hydrochloride Cl.N[C@H]1CN(CCC1)C(=O)C1=CC2=C(N(C(=N2)C2=CC=C(N2CC2CC2)C(=O)OCC)C)C(=C1)OC